OC(C(=O)SCCNC(CCNC([C@@H](C(COP(OP(OC[C@@H]1[C@H]([C@H]([C@@H](O1)N1C=NC=2C(N)=NC=NC12)O)OP(=O)(O)O)(=O)O)(=O)O)(C)C)O)=O)=O)C(C)C 2-hydroxy-3-methylbutyryl-CoA